ClC1=NC=CC(=N1)N1CCC(CC1)C(=O)N1OCC[C@H]1C=1C=C(C=NC1)C#N 5-[(3S)-2-[1-(2-chloropyrimidin-4-yl)piperidine-4-carbonyl]isoxazolidin-3-yl]pyridine-3-carbonitrile